4-ethoxy-5-(4-fluorophenoxy)pyridinecarbonitrile C(C)OC1=CC(=NC=C1OC1=CC=C(C=C1)F)C#N